CCCCCCCCCC(CC)OC(CCCCCCCCC)CC 10-dodecylether